3-(5-(((R)-azepan-3-yl)oxy)-1-oxoisoindolin-2-yl)-1-(hydroxymethyl)piperidine-2,6-dione N1C[C@@H](CCCC1)OC=1C=C2CN(C(C2=CC1)=O)C1C(N(C(CC1)=O)CO)=O